5-hydroxy-indole-acetic acid C1=CC2=C(C=C1O)C(=CN2)CCO